(6-(3-(cyclohexanesulfonamido)-2,6-difluorophenyl)quinazolin-2-yl)pivaloamide C1(CCCCC1)S(=O)(=O)NC=1C(=C(C(=CC1)F)C=1C=C2C=NC(=NC2=CC1)CC(C(=O)N)(C)C)F